C(C)(=O)C1=NOC(=C1)CN1C(N(C=2N=CN(C2C1=O)C)C)=O 1-((3-acetylisoxazol-5-yl)methyl)-3,7-dimethyl-1H-purine-2,6(3h,7h)-dione